(3R)-3-(2-(2-(3-aminopropyl)tetrazolidin-5-yl)acetamido)-2-hydroxy-3,4-dihydro-2H-benzo[e][1,2]oxaborinine-8-carboxylic acid NCCCN1NC(NN1)CC(=O)N[C@@H]1B(OC2=C(C1)C=CC=C2C(=O)O)O